2-(2-(2-(1,7-dimethyl-8-(methylsulfonyl)-2,6-dioxo-1H-purin-3(2H,6H,7H)-yl)ethoxy)ethyl)-5-((4R)-2-oxohexahydro-1H-thieno[3,4-d]imidazol-4-yl)pentanamide CN1C(N(C=2N=C(N(C2C1=O)C)S(=O)(=O)C)CCOCCC(C(=O)N)CCC[C@H]1SCC2NC(NC21)=O)=O